4-(4-chlorophenyl)-6-(piperazin-1-yl)-2-(pyridin-3-yl)pyrimidine ClC1=CC=C(C=C1)C1=NC(=NC(=C1)N1CCNCC1)C=1C=NC=CC1